ethyl (Z)-2-azido-3-[2-bromo-4-(trifluoromethyl)phenyl]prop-2-enoate N(=[N+]=[N-])\C(\C(=O)OCC)=C/C1=C(C=C(C=C1)C(F)(F)F)Br